O=C1C=C(N=C2N1C=CC=C2)C(=O)N oxo-4H-pyrido[1,2-a]pyrimidine-2-carboxamide